C(C1=CC=CC=C1)(=O)NC(=O)[C@@H]1CC12CCN(CC2)C(=O)[O-] |r| (±)-1-(benzoylcarbamoyl)-6-azaspiro[2.5]octane-6-carboxylate